1-[(benzyloxy)carbonyl]prolyl-N-{(1S)-1-cyano-2-[(3S)-2-oxopiperidin-3-yl]ethyl}-4-methyl-L-leucinamide C(C1=CC=CC=C1)OC(=O)N1[C@@H](CCC1)C(=O)N[C@@H](CC(C)(C)C)C(=O)N[C@@H](C[C@H]1C(NCCC1)=O)C#N